tert-Butyl N-[N-[2-(1,3-dioxoisoindolin-2-yl)propanoyl]-C-methylsulfanyl-carbonimidoyl]-N-methyl-carbamate O=C1N(C(C2=CC=CC=C12)=O)C(C(=O)N=C(SC)N(C(OC(C)(C)C)=O)C)C